6-fluoro-4-methoxy-2-(2,6-dichloro-4-pyridinyl)-5-trifluoromethylpyrimidine FC1=C(C(=NC(=N1)C1=CC(=NC(=C1)Cl)Cl)OC)C(F)(F)F